C(#N)C1=NC=CC(=C1)C1=CN=C(O1)C(=O)N1[C@@H]2[C@H](CC1)[C@H](N(C2)C(=O)OC(C)(C)C)C tert-butyl (3aR,4R,6aR)-1-(5-(2-cyanopyridin-4-yl)oxazole-2-carbonyl)-4-methylhexahydropyrrolo[3,4-b]pyrrole-5(1H)-carboxylate